bromodecalin BrC1CCCC2CCCCC12